NC=1C=2N(C(=C(N1)C=1C=C(C#N)C=CC1)C1=NC=NC=C1)N=C(N2)OCC2=NC=CC=C2C 3-(8-amino-2-((3-methylpyridin-2-yl)methoxy)-5-(pyrimidin-4-yl)-[1,2,4]triazolo[1,5-a]pyrazin-6-yl)benzonitrile